FC1=C(C=C(C=C1)N1CCN(CC1)C)C1=NNC=2C1=NN(C(C2)=O)C2=C(C=CC=C2OC)F 3-(2-Fluoro-5-(4-methylpiperazin-1-yl)phenyl)-5-(2-fluoro-6-methoxyphenyl)-1H-pyrazolo[4,3-c]pyridazin-6(5H)-on